ClC=1C=C(C=C(C1)NS(=O)(=O)C)NC(=O)C1=CN(C(=C1)C1=NC=C(C=N1)COC)C N-(3-chloro-5-(methylsulfonamido)phenyl)-5-(5-(methoxymethyl)pyrimidin-2-yl)-1-methyl-1H-pyrrole-3-carboxamide